FC1=CC=C2CCN(CC2=C1NC1COCC1)C(=O)OC(C)(C)C t-Butyl 7-fluoro-8-((tetrahydrofuran-3-yl)amino)-3,4-dihydroisoquinoline-2(1H)-carboxylate